FC(N1N=C(C(=C1C)N)C)F 1-(difluoromethyl)-3,5-dimethyl-1H-pyrazol-4-amine